2-[3-chloro-4-(8-chloroimidazo[1,2-a]pyrazin-3-yl)pyrazol-1-yl]acetonitrile ClC1=NN(C=C1C1=CN=C2N1C=CN=C2Cl)CC#N